tert-butyl (3S)-3-[(6-methylpyridin-2-yl)amino]pyrrolidine-1-carboxylate CC1=CC=CC(=N1)N[C@@H]1CN(CC1)C(=O)OC(C)(C)C